[N+](=O)([O-])[O-].C(CCC)N1C=[N+](C=C1)C 1-Butyl-3-methylimidazolium nitrat